CC1(C=C(C=2OC=3C=C(C=C(C3C(C2O)=O)O)O)C=CC1(O)C)O 3',4'-dimethyl-quercetin